11-(1H-pyrrol-1-yl)undecane-1-Thiol N1(C=CC=C1)CCCCCCCCCCCS